O[C@@H]1[C@@H](CCC1)N1C(C2=CC(=C(C=C2C1)C)CC1=CC=C(C=C1)N1N=CC=C1)=O 2-((1R,2S)-2-hydroxycyclopentyl)-5-methyl-6-(4-(1H-pyrazol-1-yl)benzyl)isoindolin-1-one